[N+](=O)([O-])C1=C(COC(=O)N2CCCCC2)C(=CC=C1)[N+](=O)[O-] N-(2,6-dinitrobenzyloxy)carbonylpiperidine